1-Myristoyl-2-palmitoyl-sn-glycero-3-phosphocholine C(CCCCCCCCCCCCC)(=O)OC[C@@H](OC(CCCCCCCCCCCCCCC)=O)COP(=O)([O-])OCC[N+](C)(C)C